[3-[[1-[(2,4-Dimethoxyphenyl)methylamino]isoquinolin-5-yl]oxymethyl]-1-bicyclo[1.1.1]pentanyl]methyl methanesulfonate CS(=O)(=O)OCC12CC(C1)(C2)COC2=C1C=CN=C(C1=CC=C2)NCC2=C(C=C(C=C2)OC)OC